C1(CC1)C1=C(C(=NO1)C1=C(C=CC=C1Cl)Cl)CO[C@H]1[C@@H]2CN([C@H](C1)C2)C2=CC=C(C=C2)CC(=O)O 2-{4-[(1S,4S,5R)-5-{[5-cyclopropyl-3-(2,6-dichlorophenyl)-1,2-oxazol-4-yl]methoxy}-2-azabicyclo[2.2.1]heptan-2-yl]phenyl}acetic acid